FC=1C=CC(=NC1)N1N=C(C=C1O)C(=O)O (5-fluoropyridin-2-yl)-5-hydroxy-1H-pyrazole-3-carboxylic acid